(S)-2-(4-(7H-pyrrolo[2,3-d]pyrimidin-4-yl)piperazin-1-yl)-N-(4-(N-isopropylsulfamoyl)phenyl)propenamide N1=CN=C(C2=C1NC=C2)N2CCN(CC2)C(C(=O)NC2=CC=C(C=C2)S(NC(C)C)(=O)=O)=C